C1(=C(C(=C(C=2C3=C(C(=C(C(=C3N(C12)C1=C(C(=C(C(=C1[2H])[2H])[2H])[2H])B(O)O)[2H])[2H])[2H])[2H])[2H])[2H])[2H])[2H] (2-(9H-carbazol-9-yl-d8)phenyl-3,4,5,6-d4)boronic acid